CC=1C=C(C=C(C1)C)P(C1=CC(=CC(=C1)C)C)C1=CC(=CC(=C1)C)C tris(3,5-dimethyl-phenyl)phosphine